CC1(OC2=C(O1)C=CC=C2CN2CC(N(CC2)C2CC1(C2)CCNCC1)C1=C(C=CC=C1)C(C)C)C 2-(4-((2,2-dimethylbenzo[d][1,3]dioxol-4-yl)methyl)-2-(2-isopropylphenyl)piperazin-1-yl)-7-azaspiro[3.5]nonane